phosphoberyllium lithium [Li].P(=O)(=O)[Be]